C(C1=CC=CC=C1)OC1CC(C1)(O)C1=C(C=C(C=C1)OC)OCC1=CC=CC=C1 3-(benzyloxy)-1-(2-(benzyloxy)-4-methoxyphenyl)cyclobutan-1-ol